FC1=C(C(=C(C=C1I)C(F)(F)F)F)O 2,6-difluoro-3-iodo-5-(trifluoromethyl)phenol